S(=O)(=O)(OC[C@H]([C@H]([C@@H]([C@H](C(=O)NCCCCCC\C=C\CCCCCCCC)O)O)O)O)[O-].[Na+] sodium (2R,3R,4S,5R)-6-(((E)-hexadec-7-en-1-yl)amino)-2,3,4,5-tetrahydroxy-6-oxohexyl sulfate